BrC1=C2C(=CN=C1)N(N=C2C)C 4-bromo-1,3-dimethyl-1H-pyrazolo[3,4-c]pyridine